5-(tert-butylsulfonyl)-5-azaspiro[3.4]octan-7-one C(C)(C)(C)S(=O)(=O)N1C2(CCC2)CC(C1)=O